FC(C1=NN=C(S1)C1=NC=C2N1C=C(C=C2N2C[C@H](OCC2)C(=O)N2CCOCC2)S(=O)(=O)NC2(CC2)C)F (S)-3-(5-(difluoromethyl)-1,3,4-thiadiazol-2-yl)-N-(1-methylcyclopropyl)-8-(2-(morpholine-4-carbonyl)morpholino)imidazo[1,5-a]pyridine-6-sulfonamide